(2S)-1-(8-(3,5-dimethylisoxazol-4-ylsulfonyl)-1-oxa-8-azaspiro[4.5]decan-3-ylamino)-3-(3-(methylsulfonyl)phenoxy)propan-2-ol CC1=NOC(=C1S(=O)(=O)N1CCC2(CC(CO2)NC[C@@H](COC2=CC(=CC=C2)S(=O)(=O)C)O)CC1)C